propyl 7-(4-(4-(benzo[b]thiophen-4-yl)piperazin-1-yl)butoxy)-2-oxo-3,4-dihydroquinoline-1(2H)-carboxylate S1C2=C(C=C1)C(=CC=C2)N2CCN(CC2)CCCCOC2=CC=C1CCC(N(C1=C2)C(=O)OCCC)=O